OC1=CC=C2C(N(C(=NC2=C1)C(C)C)C1=CC=C(C#N)C=C1)=O 4-(7-HYDROXY-2-ISOPROPYL-4-OXO-4H-QUINAZOLINE-3-YL)-BENZONITRILE